ClC=1C(=C(C=CC1)C=1CCCC2=C(C1C1=CC=C(C=C1)C=C1CN(C1)CCCF)C=CC(=C2)C(=O)O)OC 8-(3-chloro-2-methoxyphenyl)-9-(4-((1-(3-fluoropropyl)azetidin-3-ylidene)methyl)phenyl)-6,7-dihydro-5H-benzo[7]annulene-3-carboxylic acid